COC=1C(=C2C=CNC2=C(C1)C)CN1C(CNCC1)C1=CC=C(C(=O)O)C=C1 4-(1-((5-methoxy-7-methyl-1H-indol-4-yl)methyl)piperazin-2-yl)benzoic acid